9-oxa-3,7-diazabicyclo[3.3.1]nonane C12CNCC(CNC1)O2